7-chloro-1-methyl-2,3-dihydropyrido[3,4-b]pyrazine-4(1H)-carboxylic acid tert-butyl ester C(C)(C)(C)OC(=O)N1C2=C(N(CC1)C)C=C(N=C2)Cl